O=C1N(C(C=C1)=O)CCOCCOCCOCCC(NC(C)C)=O (S)-1-(2,5-dioxo-2,5-dihydro-1H-pyrrol-1-yl)-14-methyl-12-oxo-3,6,9-trioxa-13-azapentadecane